[O].[N].[N] dinitrogen oxygen